C1(CC1)N([C@@H](CO)C(=O)O)C(=O)OC(C)(C)C.C(C)(C)(C)P(C1=CC(=CC(=C1)OC)OC)C(C)(C)C di(tert-butyl)(3,5-dimethoxyphenyl)phosphine cyclopropyl-(tert-butoxycarbonyl)-L-serinate